C[C@H](C(C)S)O methyl-(R)-2-mercaptopropan-1-ol